BrC=1C=C(C=CC1)N1N=C(C=C1)CC(=O)OCC Ethyl 2-(1-(3-bromophenyl)-1H-pyrazol-3-yl)acetate